2,2'-bis(trifluoromethyl)-(1,1-biphenyl) FC(C1=C(C=CC=C1)C1=C(C=CC=C1)C(F)(F)F)(F)F